FC=1C=NC=C(C1N1C(N(C=2C=NC=3C=C(C(=CC3C21)C=2C(=NN(C2)F)C)OC)C)=O)OC 1-(3-Fluoro-5-methoxy-pyridin-4-yl)-8-(1-fluoro-methyl-1H-pyrazol-4-yl)-7-methoxy-3-methyl-1,3-dihydroimidazo[4,5-c]-quinolin-2-one